1-(4-(3-Methyloxyoxetan-3-yl)benzoyl)-4-(4-(trifluoromethyl)phenyl)piperidine-4-carboxylic acid COC1(COC1)C1=CC=C(C(=O)N2CCC(CC2)(C(=O)O)C2=CC=C(C=C2)C(F)(F)F)C=C1